C[Si]1(CN(CCO1)C)C 2,2,4-trimethyl-2-silamorpholine